NC1=CC=C(C=C1)C1=NC(C=2N=CN=C(C21)N)C(C(F)(F)F)C 5-(4-Aminophenyl)-7-(1,1,1-trifluoropropan-2-yl)-7H-pyrrolo[3,4-d]pyrimidin-4-ylamine